C(C)OC(C[C@H](NC(=O)NC=1C(N(C=CC1O)C)=O)C1=CC(=CC=C1)N1N=CC=C1)=O (S)-3-(3-(1H-pyrazol-1-yl)phenyl)-3-(3-(4-hydroxy-1-methyl-2-oxo-1,2-dihydropyridin-3-yl)ureido)propanoic acid ethyl ester